3-((5S,5aS,6S,9R)-1-chloro-5-methyl-5a,6,7,8,9,10-hexahydro-5H-4-oxa-3,10a,11,13,14-pentaaza-6,9-methanonaphtho[1,8-ab]heptalen-2-yl)-2-fluoro-5-methyl-4-(trifluoromethyl)aniline ClC1=C2N=CN=C3C2=C(O[C@H]([C@@H]2[C@@H]4CC[C@H](CN32)N4)C)N=C1C=1C(=C(N)C=C(C1C(F)(F)F)C)F